C(CCCCC)OCC[N+](CCCCCC)(CCOCCCCCC)CCOCCCCCC tris[2-hexoxyethyl]-hexyl-ammonium